7-(trifluoromethyl)benzimidazole-5-carboxamide FC(C1=CC(=CC2=C1N=CN2)C(=O)N)(F)F